CC1C(CC(CC1)=C(C)C)SCCCCCCCCCCCCCCCCCC (2-methyl-5-(propan-2-ylidene)cyclohexyl)(octadecyl)sulfane